CC(C[C@@H](C(=O)NC(CC(=O)O)C=1C=NC=C(C1)N1[C@H](COCC1)C)N1C=NC2=CC=CC=C2C1=O)C 3-((S)-4-methyl-2-(4-oxoquinazolin-3(4H)-yl)pentanamido)-3-(5-((S)-3-methylmorpholino)pyridin-3-yl)propanoic acid